FC1(CCC(NC1)=O)F 5,5-difluoropiperidin-2-one